O(C1=CC=CC=C1)C1=CC=C(C=N1)NC1=NC=NC2=CC=C(C=C12)[C@@H]1CN(CCC1)C(C=C)=O 1-[(3R)-3-[4-[(6-phenoxy-3-pyridyl)amino]quinazolin-6-yl]-1-piperidyl]prop-2-en-1-one